2-methyl-3-(trifluoromethoxy)benzoic acid CC1=C(C(=O)O)C=CC=C1OC(F)(F)F